FC(C(COC([C@@H](N)C)=O)(C)C)(F)F L-alanine 3,3,3-trifluoro-2,2-dimethylpropyl ester